ClC1=CC=C2C=NC(=NC2=C1C=1C=C(C=CC1)NC(C=C)=O)NC=1C(=NC(=CC1)N1CCN(CC1)C)OC N-(3-(7-chloro-2-((2-methoxy-6-(4-methylpiperazin-1-yl)pyridin-3-yl)amino)quinazolin-8-yl)phenyl)acrylamide